O[C@@H]1C=C(C(CC1=C(C)C)=O)C (4R,5R)-4-Hydroxy-5-isopropylyl-2-methylcyclohex-enone